N-(4-(trifluoromethyl)benzyl)-2,3-dihydro-1H-pyrrolo[3,4-c]pyridine-6-carboxamide FC(C1=CC=C(CNC(=O)C2=CC3=C(C=N2)CNC3)C=C1)(F)F